(S)-3-((1R,3R)-1-(2-(difluoromethyl)-6-fluoro-3-(2-((3-fluoropropyl)amino)ethoxy)phenyl)-3-methyl-1,3,4,9-tetrahydro-2H-pyrido[3,4-b]indol-2-yl)-2-methylpropanoic acid FC(C1=C(C(=CC=C1OCCNCCCF)F)[C@H]1N([C@@H](CC2=C1NC1=CC=CC=C21)C)C[C@@H](C(=O)O)C)F